BrC=1C(=C(C=CC1)C1=C(C(=CC=C1)NC=1N=CC=C2C=C(C=NC12)CO)C)C (8-((3'-bromo-2,2'-dimethyl-[1,1'-biphenyl]-3-yl)amino)-1,7-naphthyridin-3-yl)methanol